Cl.C(C=C)C1=C(N)C=CC=C1 2-allylaniline hydrochloride salt